ClCC(C(C)(C)C)=O 1-chloro-3,3-dimethyl-butan-2-one